O(C1=CC=CC=C1)C1=CC=C(C=C1)NC1=CC(=NC=C1)C(=O)O 4-((4-Phenoxyphenyl)amino)picolinic acid